FC(N1N=CC(=C1)N1N=CC2=CC=C(C=C12)NC1CCCC=2C=C(C=NC12)C#N)F 8-((1-(1-(Difluoromethyl)-1H-pyrazol-4-yl)-1H-indazol-6-yl)amino)-5,6,7,8-tetrahydroquinoline-3-carbonitrile